4-((1R,5S)-8-(D-prolyl)-3,8-diazabicyclo[3.2.1]octan-3-yl)-8-fluoro-7-(3-hydroxynaphthalen-1-yl)-2-(((S)-1-methylpyrrolidin-2-yl)methoxy)quinazoline N1[C@H](CCC1)C(=O)N1[C@H]2CN(C[C@@H]1CC2)C2=NC(=NC1=C(C(=CC=C21)C2=CC(=CC1=CC=CC=C21)O)F)OC[C@H]2N(CCC2)C